tert-Butyl (4R)-4-[(1S)-5-(6-tert-butyl-5-methyl-pyrrolo[2,3-b]pyrazin-3-yl)-1-(cyclobutylmethyl)-5-oxo-pentyl]-2,2-dimethyl-oxazolidine-3-carboxylate C(C)(C)(C)C1=CC=2C(=NC(=CN2)C(CCC[C@@H](CC2CCC2)[C@H]2N(C(OC2)(C)C)C(=O)OC(C)(C)C)=O)N1C